C(C)C=1C(=NC(N([C@H]2[C@H](O)[C@H](O)[C@@H](CO)O2)C1)=O)N 5-ethyl-cytidine